2-amino-7-chloro-5-methylthieno[3,2-c]pyridin-4-one NC1=CC=2C(N(C=C(C2S1)Cl)C)=O